tert-butyl (S)-(3-(2-(methoxymethoxy)phenyl)-5,6,7,8-tetrahydrobenzo[4,5]thieno[2,3-c]pyridazin-6-yl)carbamate COCOC1=C(C=CC=C1)C1=CC2=C(N=N1)SC1=C2C[C@H](CC1)NC(OC(C)(C)C)=O